S1C(=CC=C1)C(=O)O thiophenoic acid